C[C@@](C(=O)O)(CCCCCCCC1=NC=2NCCCC2C=C1)N methyl-(S)-2-amino-9-(5,6,7,8-tetrahydro-1,8-naphthyridin-2-yl)nonanoic acid